Sodium (2S)-2-((S)-2-(((1-(3-(benzyloxy)benzyl)cyclopropoxy)carbonyl)amino)-4-methylpentanamido)-1-hydroxy-3-((S)-2-oxopyrrolidin-3-yl)propane-1-sulfonate C(C1=CC=CC=C1)OC=1C=C(CC2(CC2)OC(=O)N[C@H](C(=O)N[C@H](C(S(=O)(=O)[O-])O)C[C@H]2C(NCC2)=O)CC(C)C)C=CC1.[Na+]